5-(tert-butoxy)-5-oxopentyl 4-aminobenzoate NC1=CC=C(C(=O)OCCCCC(=O)OC(C)(C)C)C=C1